CC1=NC(=NC(=N1)NC)OC 2-methyl-4-methylamino-6-methoxyS-triazine